COC1=C(C=CC=C1)CC=O 2-methoxyphenylacetaldehyde